tert-butyl 4-((3-cyano-5-fluoropyridin-2-yl)ethynyl)-2-azabicyclo[2.1.1]hexane-2-carboxylate C(#N)C=1C(=NC=C(C1)F)C#CC12CN(C(C1)C2)C(=O)OC(C)(C)C